CC1=NC2=CC=C(C=C2C(=C1)C1=CC=CC2=CC=CC=C12)C(=O)O 2-methyl-4-(naphthalen-1-yl)quinoline-6-carboxylic acid